Nα-benzoyl-L-arginine-4-nitroanilide hydrochloride Cl.[N+](=O)([O-])C1=CC=C(NC([C@@H](NC(C2=CC=CC=C2)=O)CCCNC(N)=N)=O)C=C1